Dimethyl-acetone CC(C(C)=O)C